N-(4-(4-amino-7-(1-isobutyrylpiperidin-4-yl)pyrrolo[2,1-f][1,2,4]triazin-5-yl)phenyl)-1-isopropyl-2,4-dioxo-3-(pyridin-2-yl)-1,2,3,4-tetrahydropyrimidine-5-carboxamide maleate C(\C=C/C(=O)O)(=O)O.NC1=NC=NN2C1=C(C=C2C2CCN(CC2)C(C(C)C)=O)C2=CC=C(C=C2)NC(=O)C=2C(N(C(N(C2)C(C)C)=O)C2=NC=CC=C2)=O